2-(3-Iodophenyl)-2-methyl-3-oxopropanoic acid methyl ester COC(C(C=O)(C)C1=CC(=CC=C1)I)=O